OC1(CC(C1)C(=O)N1CC2(C1)CCC(CC2)C=2N=C1N(CCCC1)C2)C ((1s,3s)-3-Hydroxy-3-methylcyclobutyl)(7-(5,6,7,8-tetrahydroimidazo[1,2-a]pyridin-2-yl)-2-azaspiro[3.5]nonan-2-yl)methanon